BrCC1CCC(CC1)C=O (1R,4R)-4-(bromomethyl)cyclohexane-1-carbaldehyde